O=C1C2(C=3C(=NC=CC3)N1)CCC(CC2)N2C[C@H](CC2)NC(OCC)=O ethyl [(3S)-1-(2'-oxo-1',2'-dihydrospiro[cyclohexane-1,3'-pyrrolo[2,3-b]pyridin]-4-yl)pyrrolidin-3-yl]carbamate